2-{[(1S)-1-(4-chlorophenyl)ethyl]amino}-8-(2,4-difluorobenzyl)pyrido[2,3-d]pyrimidin-7(8H)-one ClC1=CC=C(C=C1)[C@H](C)NC=1N=CC2=C(N1)N(C(C=C2)=O)CC2=C(C=C(C=C2)F)F